OC(C(CC(=O)[O-])C(=O)[O-])(C)C(=O)[O-] 3-hydroxybutane-1,2,3-tricarboxylate